oleoyl-sulfonate C(CCCCCCC\C=C/CCCCCCCC)(=O)S(=O)(=O)[O-]